C(C)(=O)OCC(=O)NNC(=O)C=1N=NC(=CC1)N1CCC(CC1)(C#N)OC1=C(C=CC(=C1)F)Cl 2-(2-(6-(4-(2-chloro-5-fluorophenoxy)-4-cyanopiperidin-1-yl)pyridazine-3-carbonyl)hydrazinyl)-2-oxoethyl acetate